ClC=1C=C(C=C(C1OCCCl)Cl)C(C)(C)C1=CC=C(C=C1)NC=1OC(=CN1)CN(C(OC(C)(C)C)=O)S(=O)(=O)C tert-Butyl ((2-((4-(2-(3,5-dichloro-4-(2-chloroethoxy)phenyl)propan-2-yl)phenyl)-amino)oxazol-5-yl)methyl)(methylsulfonyl)carbamate